(S,Z)-1-((5-chloro-3'-methoxy-[1,1'-biphenyl]-2-yl)sulfonyl)-4-fluoro-N-(1-(methylsulfonyl)pent-1-en-3-yl)piperidine-4-carboxamide ClC=1C=CC(=C(C1)C1=CC(=CC=C1)OC)S(=O)(=O)N1CCC(CC1)(C(=O)N[C@H](\C=C/S(=O)(=O)C)CC)F